1,1-bis(4-hydroxyphenyl)-1-phenylpropane OC1=CC=C(C=C1)C(CC)(C1=CC=CC=C1)C1=CC=C(C=C1)O